(R)-N1-(1,1-dioxido-2,3-dihydrothiophen-3-yl)-7-methoxy-2-oxo-1,2-dihydroquinoline-3-carboxamide O=S1(C[C@@H](C=C1)N1C(C(=CC2=CC=C(C=C12)OC)C(=O)N)=O)=O